C1(CCC1)[C@@H](C(=O)N1CC2(CC2)[C@@H]([C@@H]1CC=1C(=C(C=CC1)C1=CC=CC=C1)F)NS(=O)(=O)C)O N-((6s,7S)-5-((S)-2-cyclobutyl-2-hydroxyacetyl)-6-((2-fluoro-[1,1'-biphenyl]-3-yl)methyl)-5-azaspiro[2.4]heptan-7-yl)methanesulfonamide